(R)-3-(5-(difluoromethoxy)-4-((6-oxo-5-(trifluoromethyl)-1,6-dihydropyridazin-4-yl)amino)pentyl)-7-(5-(trifluoromethyl)pyridin-2-yl)pyrido[2,3-d]pyrimidin-4(3H)-one FC(OC[C@@H](CCCN1C=NC2=C(C1=O)C=CC(=N2)C2=NC=C(C=C2)C(F)(F)F)NC=2C=NNC(C2C(F)(F)F)=O)F